[C@@H]12CN(C[C@H]2C1)C(=O)C1=CC=2C(=C3C4(NC(NC3=C(C2)Cl)=O)CCCCC4)O1 2'-[(1R,5S)-3-azabicyclo[3.1.0]hexane-3-carbonyl]-5'-chloro-7',8'-dihydro-6'H-spiro[cyclohexane-1,9'-furo[2,3-f]quinazoline]-7'-one